2-(4-acetylpiperazin-1-yl)acetic acid C(C)(=O)N1CCN(CC1)CC(=O)O